CCCCC(=O)N n-valeramide